tri-n-heptadecylmethoxysilane C(CCCCCCCCCCCCCCCC)[Si](OC)(CCCCCCCCCCCCCCCCC)CCCCCCCCCCCCCCCCC